N-(6-methoxy-2-(piperidin-4-yl)-2H-indazol-5-yl)-6-(trifluoromethyl)pyridine-2-carboxamide COC=1C(=CC2=CN(N=C2C1)C1CCNCC1)NC(=O)C1=NC(=CC=C1)C(F)(F)F